O1C(=NN=C1)N1CC2(C1)OC[C@H](C2)N2CCC(CC2)C2=C(C=CC(=C2)F)C2CCC(CC2)O 4-(2-(1-((S)-2-(1,3,4-oxadiazol-2-yl)-5-oxa-2-azaspiro[3.4]oct-7-yl)piperidin-4-yl)-4-fluorophenyl)cyclohexan-1-ol